C(C1=CC=CC=C1)OC(=O)N1[C@@H](CC[C@@](C1)(C)O)CO[Si](C)(C)C(C)(C)C |o1:11,14| rel-(2S,5R)-2-(((tert-butyldimethylsilyl)oxy)methyl)-5-hydroxy-5-methylpiperidine-1-carboxylic acid benzyl ester